2,3-diaminopropyl(sulfonyl)-2-(1H-tetrazol-5-yl)benzenesulfonamide NC(CS(=O)(=O)C=1C(=C(C=CC1)S(=O)(=O)N)C1=NN=NN1)CN